N-(4-methoxy-2-(4-morpholinopiperidine-1-yl)-5-((6-((R)-3-(naphthalene-1-yl)isoxazolidine-2-yl)pyrimidine-4-yl)amino)phenyl)acrylamide COC1=CC(=C(C=C1NC1=NC=NC(=C1)N1OCC[C@@H]1C1=CC=CC2=CC=CC=C12)NC(C=C)=O)N1CCC(CC1)N1CCOCC1